COCO[C@@H]1[C@@H](C[C@@H](C1)N(C=1C2=C(N=CN1)SC(=C2)CC(F)(F)F)C)NC(OC(C)(C)C)=O Tert-butyl [(1R,2S,4S)-2-(methoxymethoxy)-4-{methyl[6-(2,2,2-trifluoroethyl)thieno[2,3-d]pyrimidin-4-yl]amino}cyclopentyl]carbamate